C(N)(=O)NCCC[C@@H](C(NC1=CC=C(C=C1)CO)=O)NC(=O)[C@H](C(C)C)NC(=O)CCOCCNC(OC(C)(C)C)=O tert-Butyl N-[2-(2-{[(1S)-1-{[(1S)-4-(carbamoylamino)-1-{[4-(hydroxymethyl)phenyl]carbamoyl}butyl]carbamoyl}-2-methylpropyl]carbamoyl}ethoxy)ethyl]carbamate